4-(6-ethoxypyrazin-2-yl)-2-fluoroaniline C(C)OC1=CN=CC(=N1)C1=CC(=C(N)C=C1)F